FC1(C[C@H](CC1)C1=CC(=C(C=N1)[C@H]1CN(CC1)C(C=C)=O)C1=NN(C=C1)C)F (S,S)-1-(3-(6-(3,3-difluorocyclopentyl)-4-(1-methyl-1H-pyrazol-3-yl)pyridin-3-yl)pyrrolidin-1-yl)prop-2-en-1-one